C1(CCCC1)CNC(C1=C(C=C(C(=C1)F)N1N=C(N(C1=O)C)CC)O[C@@H](C)CCC)=O N-(cyclopentylmethyl)-4-(3-ethyl-4-methyl-5-oxo-4,5-dihydro-1H-1,2,4-triazol-1-yl)-5-fluoro-2-[(2S)-pentan-2-yloxy]benzamide